N1(CCCC1)C1=CC=C(C=N1)CN1N=C(C=C1)C(F)(F)F 1-(6-pyrrolidin-1-yl-pyridin-3-ylmethyl)-3-trifluoromethyl-1H-pyrazole